FC(C(F)(F)F)(S(=O)(=O)[N-]S(=O)(=O)C(C(F)(F)F)(F)F)F Bis(PentafluoroEthyl-Sulfonyl)Amide